C(C)(=O)NS(=O)(=O)[O-] acetamidosulfonate